COC(=O)C1CC2=C(C(=NC(=C2F)Cl)C)C1 3-chloro-4-fluoro-1-methyl-6,7-dihydro-5H-cyclopenta[c]pyridine-6-carboxylic acid methyl ester